O=C[C@H](O)[C@@H](O)[C@@H](O)[C@H](O)CO |r| D,L-galactose